FC(C(CC(C(F)(F)F)I)(C(F)(F)F)F)(F)F 1,1,1,2,5,5,5-heptafluoro-4-iodo-2-(trifluoromethyl)-pentane